ClC=1N=C(C2=C(N1)N(C=C2)COCC[Si](C)(C)C)OC2CCC(CC2)(O)C (1s,4s)-4-((2-chloro-7-(((2-(trimethylsilyl)ethoxy)methyl))-7H-pyrrolo[2,3-d]pyrimidin-4-yl)oxy)-1-methylcyclohexanol